4-methyl-1-isopropylbenzene CC1=CC=C(C=C1)C(C)C